3-(2-ethylphenyl)-2,2-dimethylpropanal C(C)C1=C(C=CC=C1)CC(C=O)(C)C